O=C1CCCC=2C=C(NC12)C(=O)OCC ethyl 7-oxo-4,5,6,7-tetrahydro-1H-indol-2-carboxylate